N-[(1S,2S)-1,2-diphenyl-2-(2-(4-methylbenzyloxy)ethylamino)-ethyl]-4-methylbenzenesulfonamide C1(=CC=CC=C1)[C@@H]([C@@H](NCCOCC1=CC=C(C=C1)C)C1=CC=CC=C1)NS(=O)(=O)C1=CC=C(C=C1)C